(R)-4-Methyl-3-(2-((1-methylpiperidin-3-yl)amino)oxazolo[4,5-b]pyridin-5-yl)-2-((2-(trimethylsilyl)ethoxy)methoxy)benzonitrile CC1=C(C(=C(C#N)C=C1)OCOCC[Si](C)(C)C)C1=CC=C2C(=N1)N=C(O2)N[C@H]2CN(CCC2)C